CC12CC(C1)(C2)C(=O)NC2=CNC1=CC=C(C=C21)OC2CC(C2)C2=CC=C(C=C2)C(F)(F)F 3-methyl-N-(5-((1s,3s)-3-(4-(trifluoromethyl)phenyl)cyclobutoxy)-1H-indol-3-yl)bicyclo[1.1.1]pentane-1-carboxamide